2-ethanesulfonamide CCS(=O)(=O)N